1-Methyl-2-(6-trifluoromethoxy-benzothiazol-2-ylamino)-1H-benzoimidazole-5-carboxylic acid [2-(2-amino-ethoxy)-ethyl]-amide NCCOCCNC(=O)C1=CC2=C(N(C(=N2)NC=2SC3=C(N2)C=CC(=C3)OC(F)(F)F)C)C=C1